BrC1=C2C3(C(N(C2=CC=C1)C1=CC=NN1C)=O)CCCCC3 bromo-1'-(1-methyl-1H-pyrazol-5-yl)spiro[cyclohexane-1,3'-indoline]-2'-one